C(#N)C=1C=C(C=CC1)CC(C=1SC2=C(N1)C=CC(=C2)OCC)NS(=O)(=O)C2=CC=CC=C2 N-[2-(3-cyanophenyl)-1-(6-ethoxy-1,3-benzothiazol-2-yl)ethyl]benzenesulfonamide